C1(CCCCC1)S(=O)(=O)N1[C@@H](CCCC1)C1=NC(=NO1)CNC(C1=CC(=C(C=C1)OC)OC)=O (S)-N-((5-(1-(cyclohexylsulfonyl)piperidin-2-yl)-1,2,4-oxadiazol-3-yl)methyl)-3,4-dimethoxybenzamide